1,1'-(butylazanediyl)bis(propan-2-ol) C(CCC)N(CC(C)O)CC(C)O